5-(Dimethylamino)-N-((1,2,3,5,6,7-hexahydro-s-indacen-4-yl)carbamoyl)naphthalene-1-sulfonamide CN(C1=C2C=CC=C(C2=CC=C1)S(=O)(=O)NC(NC1=C2CCCC2=CC=2CCCC12)=O)C